(R)-N-(1-(3-fluoro-5-(trifluoromethyl)pyridin-2-yl)ethyl)-N-methyl-2-nitrobenzenesulfonamide FC=1C(=NC=C(C1)C(F)(F)F)[C@@H](C)N(S(=O)(=O)C1=C(C=CC=C1)[N+](=O)[O-])C